4-chloro-5-(4-cyano-6-trifluoromethyl-pyridin-3-yl)-2-(4-hydroxy-butoxy)-N-(2-methoxy-6-methyl-phenyl)-N-methyl-benzamide ClC1=CC(=C(C(=O)N(C)C2=C(C=CC=C2C)OC)C=C1C=1C=NC(=CC1C#N)C(F)(F)F)OCCCCO